N-(3-(4-Fluorobutyl-1,1,4,4-d4)-4,5-dimethylthiazol-2(3H)-yliden)-2,2,3,3-tetra-methylcyclopropan-1-carboxamid FC(CCC([2H])([2H])N1C(SC(=C1C)C)=NC(=O)C1C(C1(C)C)(C)C)([2H])[2H]